6-chloro-3-cyclopentyl-3-methyl-2,3-dihydroimidazo[1,5-a]pyridine-1,5-dione ClC1=CC=C2N(C1=O)C(NC2=O)(C)C2CCCC2